ClC=1C=C(C=CC1)[C@@H]1[C@H](C1)C(=O)NC1=NC(=NC(=N1)NCC=1N=C2N(C=C(C=C2)C2CC2)C1)O (1S,2S)-2-(3-chlorophenyl)-N-(4-(((6-cyclopropylimidazo[1,2-a]pyridin-2-yl)methyl)amino)-6-hydroxy-1,3,5-triazin-2-yl)cyclopropane-1-carboxamide